6-[4-[acetyl(cyclobutylmethyl)amino]phenyl]-N-(3-pyridylmethyl)pyridine-3-carboxamide C(C)(=O)N(C1=CC=C(C=C1)C1=CC=C(C=N1)C(=O)NCC=1C=NC=CC1)CC1CCC1